BrC1=C(C(=CC(=C1)C)Br)OCOC 1,3-dibromo-2-(methoxymethoxy)-5-methylbenzene